3,4-dihydro-2H-pyran-6-carboxylic acid O1CCCC=C1C(=O)O